FC1=CC(=C(OC2=C(C(=O)NC3=CC(=C(C=C3)F)CO)C=C(C=C2)C(F)(F)F)C=C1)C 2-(4-Fluoro-2-methylphenoxy)-N-(4-fluoro-3-(hydroxymethyl)phenyl)-5-(trifluoromethyl)benzamide